IC(C(C(C(C(C(C(I)(I)I)(I)I)(I)I)(I)I)(I)I)(I)I)(I)I periodoheptane